9-Fluoro-1,4,4,6-tetramethyl-8-pyrazolo[1,5-a]pyridin-4-yl-5H-[1,2,4]triazolo[4,3-a]quinoxaline FC=1C(=CC(=C2NC(C=3N(C12)C(=NN3)C)(C)C)C)C=3C=1N(C=CC3)N=CC1